3-Methylpyrrolidin-2-one CC1C(NCC1)=O